1-benzyl-3-{(S)-2-(4-nitrophenyl)-1-[2-(thiophen-2-yl)thiazol-4-yl]Ethyl}urea C(C1=CC=CC=C1)NC(=O)N[C@@H](CC1=CC=C(C=C1)[N+](=O)[O-])C=1N=C(SC1)C=1SC=CC1